Cl.ClCCN(CC)CC 2-CHLORO-N,N-DIETHYLETHYLAMINE HYDROCHLORIDE